Tert-butyl ((S)-2-((4-formylpyridin-2-yl)amino)-1-((1r,4S)-4-methylcyclohexyl)-2-oxoethyl)carbamate C(=O)C1=CC(=NC=C1)NC([C@H](C1CCC(CC1)C)NC(OC(C)(C)C)=O)=O